4-bromo-1-[(4-chlorophenyl)methyl]-N-[2-(oxazolidin-2-yloxy)ethyl]-2-[3-(trifluoromethoxy)phenoxy]-1H-imidazole-5-carboxamide BrC=1N=C(N(C1C(=O)NCCOC1OCCN1)CC1=CC=C(C=C1)Cl)OC1=CC(=CC=C1)OC(F)(F)F